3-(5-(1-(6-chloro-3-methyl-1H-indole-2-carbonyl)piperidin-4-yl)-4-fluoro-1-oxoisoindolin-2-yl)piperidine-2,6-dione ClC1=CC=C2C(=C(NC2=C1)C(=O)N1CCC(CC1)C=1C(=C2CN(C(C2=CC1)=O)C1C(NC(CC1)=O)=O)F)C